2-(pyrazin-2-yl)pyrimidine-4,6-diol N1=C(C=NC=C1)C1=NC(=CC(=N1)O)O